4-(3-(Fluoromethyl)-4-methylpiperazin-1-yl)-N-(3-phenylpropyl)-1H-benzo[d]imidazole-1-carboxamide FCC1CN(CCN1C)C1=CC=CC=2N(C=NC21)C(=O)NCCCC2=CC=CC=C2